2'-methylspiro[4,5-dihydrothieno[2,3-c]pyran-7,4'-piperidine]-2-carbonitrile CC1NCCC2(C1)OCCC1=C2SC(=C1)C#N